C(#N)CCC[SiH2]C(OCC)OCC 3-cyanopropyldiethoxymethylsilane